ethyl (R)-2-amino-2-(3-(trifluoromethoxy)phenyl)acetate hydrochloride Cl.N[C@@H](C(=O)OCC)C1=CC(=CC=C1)OC(F)(F)F